OC(=O)C(F)(F)F.FC(C1=CC=C(C=C1)[C@H]1C[C@H](C1)OC=1C=C2C(=CNC2=CC1)N)(F)F 5-(cis-3-(4-(Trifluoromethyl)phenyl)cyclobutoxy)-1H-indol-3-amine TFA salt